8-fluoro-[1,2,4]triazolo[1,5-a]pyridine FC=1C=2N(C=CC1)N=CN2